1-(2'-O-benzoyl-α-L-threofuranosyl)thymine C(C1=CC=CC=C1)(=O)O[C@H]1[C@@H](OC[C@@H]1O)N1C(=O)NC(=O)C(C)=C1